CC(C(=O)N1C(C(C(CC1)C1=NN(C(=C1OC)N(C)CC1=CC=C(C=C1)F)C(=O)C=1N=CSC1)C(F)(F)F)=O)(C)C 1-(2,2-dimethylpropanoyl)-4-(5-{[(4-fluorophenyl)methyl](methyl)amino}-4-methoxy-1-(1,3-thiazole-4-carbonyl)-1H-pyrazol-3-yl)-3-(trifluoromethyl)piperidin-2-one